pentan-3-yl ((perfluorophenoxy)-(phenoxy)phosphoryl)-L-alaninate FC1=C(OP(=O)(OC2=CC=CC=C2)N[C@@H](C)C(=O)OC(CC)CC)C(=C(C(=C1F)F)F)F